COC1=CC=C(C=C1)C(OCCOCCOCCOCCN(C(OCC1=CC=CC=C1)=O)C)(C1=CC=CC=C1)C1=CC=C(C=C1)OC benzyl (1,1-bis(4-methoxyphenyl)-1-phenyl-2,5,8,11-tetraoxatridecan-13-yl)(methyl)carbamate